C1(=CC=C(C=C1)C1C2C=CC(C1)C2=O)C 5-(p-tolyl)-7-oxo-bicyclo[2.2.1]Hept-2-ene